(S)-4-[2-(4-fluoro-3-trifluoromethyl-phenyl)-ethyl]-4,5-dihydro-oxazol-2-ylamine FC1=C(C=C(C=C1)CC[C@@H]1N=C(OC1)N)C(F)(F)F